5-methyl-3H,4H-[1,3]Diazino[4,5-d]Pyrimidin-4-one CC1=C2C(=NC=N1)N=CNC2=O